tris[2-(2-oxopropoxy)ethyl]amine O=C(COCCN(CCOCC(C)=O)CCOCC(C)=O)C